C(C)(C)(C)C1=CC=C(C=C1)C(CC(=O)C1=C(C=C(OCCCC(=O)O)C=C1)O)=O 4-[4-[3-(4-tert-Butyl-phenyl)-3-oxo-propionyl]-3-hydroxy-phenoxy]-butyric acid